[Pt+2].C12=CC=C(N1)C=C1C=CC(=N1)C=C1C=CC(N1)=CC=1C=CC(N1)=C2 porphyrin platinum(II)